CS(=O)(=O)N1CCC(CC1)NN1OC=CC1 2-((1-(methylsulfonyl)piperidin-4-yl)amino)isoxazol